5-Fluoro-6-(1-methyl-6-isoquinolyl)spiro[chromane-2,4'-piperidine]-1'-carboxamide FC1=C2CCC3(CCN(CC3)C(=O)N)OC2=CC=C1C=1C=C2C=CN=C(C2=CC1)C